C1(=CC=CC=C1)C1CCN(C(O1)=O)C12CC(C1)(C2)C2=CC=NC=C2 6-Phenyl-3-[3-(4-pyridyl)-1-bicyclo[1.1.1]pentanyl]-1,3-oxazinan-2-one